C(C=C)(=O)N1[C@H](CN(CC1)C1=NC(=NC2=CC(=C(C=C12)Cl)C1=CC=CC2=CC=CC(=C12)Cl)OC[C@H]1N(CCC1)C)CC#N 2-((S)-1-acryloyl-4-(6-chloro-7-(8-chloronaphthalen-1-yl)-2-(((S)-1-methylpyrrolidin-2-yl)methoxy)quinazolin-4-yl)piperazin-2-yl)acetonitrile